[K+].NC1=CC=C(C(=O)[O-])C=C1 4-aminobenzoic acid potassium salt